C(CCC)OC(C1=CN=C(C(=C1)C(NCC)=O)OC)=O.P([O-])([O-])=O.[Na+].[Na+] disodium phosphonate butyl-5-(ethylcarbamoyl)-6-methoxynicotinate